CS(=O)(C)=NC1CN(CC(C1)C)C1=CC(=NC=N1)C1=CN=C2N1N=C(C=C2)C(=O)N 3-(6-(3-((Dimethyl(oxo)-λ6-sulfanylidene)amino)-5-methylpiperidin-1-yl)pyrimidin-4-yl)imidazo[1,2-b]pyridazine-6-carboxamide